O(C)NCCC1=CC=C(C=C1)O methoxyl-tyramine